(R)-N-(3-(4-chlorophenyl)-1-(3-methylbutanoyl)pyrrolidin-3-yl)-4-(trifluoromethoxy)benzenesulfonamide ClC1=CC=C(C=C1)[C@]1(CN(CC1)C(CC(C)C)=O)NS(=O)(=O)C1=CC=C(C=C1)OC(F)(F)F